2-[6-fluoro(2-3H)pyridin-3-yl](5,7-3H2)-9H-pyrrolo[2,3-b:4,5-c']dipyridine FC1=CC=C(C(=N1)[3H])C1=CC=C2C(=N1)NC1=C2C(=NC(=C1)[3H])[3H]